C(C1=CC=CC=C1)OC(N[C@@H](CC(C)C)C(NN(CC1C(NCCC1)=O)C(CCl)=O)=O)=O N-[(1S)-1-[[(2-chloroacetyl)-[(2-oxo-3-piperidinyl)methyl]amino]carbamoyl]-3-methyl-butyl]carbamic acid benzyl ester